COC1=C(C=CC=C1)C=1C(=CN=NC1)C(=O)NC=1SC2=NC(=CC=C2N1)C1=CC=C(C=C1)N1C(CCC1)=O 5-(2-methoxyphenyl)-N-(5-(4-(2-oxopyrrolidin-1-yl)phenyl)thiazolo[5,4-b]pyridin-2-yl)pyridazine-4-carboxamide